(R)-4-chloro-1-methyl-N-(1-Methylpiperidin-3-yl)-1H-pyrazolo[3,4-d]pyridazin-7-amine ClC1=C2C(=C(N=N1)N[C@H]1CN(CCC1)C)N(N=C2)C